FC=1C=C(C=CC1C)N1CC(C=2C1=NC=C(N2)C(=O)N2C(CN(CC2)C2=CC=C(C=N2)CC(=O)OC)(C)C)(C)C methyl 2-(6-(4-(5-(3-fluoro-4-methylphenyl)-7,7-dimethyl-6,7-dihydro-5H-pyrrolo[2,3-b]pyrazine-2-carbonyl)-3,3-dimethylpiperazin-1-yl)pyridin-3-yl)acetate